3-Acryloxypropyl-Tris(Trimethylsiloxy)Silane methyl-5-(benzo[d]oxazol-2-yl)-2-(3,4-dihydroquinoline-1(2H)-yl)isonicotinate COC(C1=CC(=NC=C1C=1OC2=C(N1)C=CC=C2)N2CCCC1=CC=CC=C21)=O.C(C=C)(=O)OCCC[Si](O[Si](C)(C)C)(O[Si](C)(C)C)O[Si](C)(C)C